COC1=CC=C(C=C1)C1(OC2=C3C(=C(C(=C2C=C1)C)C)C=CC=C3)C3=CC=C(C=C3)CCOCC3=CC=C(C=C3)C=C 2-(4-methoxy-phenyl)-5,6-dimethyl-2-{4-[2-(4-vinyl-benzyloxy)-ethyl]-phenyl}-2H-benzo[H]chromene